calcium iodide salt [I-].[Ca+2].[I-]